CC(=CCNCC(N)CCCCCCCC)CCC=C(C)C N'-(3,7-dimethyl-octa-2,6-dienyl)-octyl-ethane-1,2-diamine